di-n-butyldichlorosilane CCCC[Si](CCCC)(Cl)Cl